N-[(2R)-3-[(4aR,8aS)-decahydroquinolin-1-yl]-2-{cyclopropyl[(2,4-dimethoxyphenyl)methyl]amino}-3-oxopropyl]oxetane-3-carboxamide N1(CCC[C@H]2CCCC[C@H]12)C([C@@H](CNC(=O)C1COC1)N(CC1=C(C=C(C=C1)OC)OC)C1CC1)=O